8-bromo-2-cyclopropyloxy-1,5-naphthyridine BrC=1C=CN=C2C=CC(=NC12)OC1CC1